ClC1=C(OC=2C=C3C4(C(NC3=C(C2)F)=O)CCC4)C(=CC(=C1)[N+](=O)[O-])Cl 5'-(2,6-dichloro-4-nitrophenoxy)-7'-fluorospiro[cyclobutane-1,3'-indolin]-2'-one